ONC(\C=C\C1=C(C=CC=C1)N1CCN(CC1)S(=O)(=O)C1CCOCC1)=O (E)-N-hydroxy-3-(2-(4-((tetrahydro-2H-pyran-4-yl)sulfonyl)piperazin-1-yl)phenyl)acrylamide